FC1([C@H]2[C@@H](N([C@@H](C1)CC2)C(=O)C2(C1=CC=CC=C1C=1C=CC=CC21)O)C(=O)N[C@H](C[C@H]2C(NCC2)=O)\C=C(\S(=O)(=O)C)/F)F (1R,3R,4R)-5,5-difluoro-N-((R,E)-4-fluoro-4-(methylsulfonyl)-1-((S)-2-oxopyrrolidin-3-yl)but-3-en-2-yl)-2-(9-hydroxy-9H-fluorene-9-carbonyl)-2-azabicyclo[2.2.2]octane-3-carboxamide